4'-((N-methylpropanamidyl)methyl)-[1,1'-biphenyl]-4-carboxylic acid CN(C(CC)=O)CC1=CC=C(C=C1)C1=CC=C(C=C1)C(=O)O